C(C)NC1=CC(=CC(=N1)N1C(C2=CC(=CC(=C2C1)C(F)(F)F)COCCO)=O)C1=C(C=C(C=C1)F)C1=NN=CN1C 2-[6-(Ethylamino)-4-[4-fluoro-2-(4-methyl-1,2,4-triazol-3-yl)phenyl]pyridin-2-yl]-6-[(2-hydroxyethoxy)methyl]-4-(trifluoromethyl)-3H-isoindol-1-one